C(C1=CC=CC=C1)NCCCC1=NC(=C(C=2N=C(NC(C21)=O)SC)F)Cl 5-(3-(benzylamino)propyl)-7-chloro-8-fluoro-2-(methylthio)pyrido[4,3-d]pyrimidin-4(3H)-one